CC1C=C2C=CN=C2C=C1 5-methyl-5H-indole